methyl-γ-thiobutyrolactone CC1C(=S)OCC1